Ethyl 5-iodo-1-(4-methoxybenzyl)-1H-pyrazole-4-carboxylate IC1=C(C=NN1CC1=CC=C(C=C1)OC)C(=O)OCC